ClC1=CC(=C(C(=O)C2CCN(CC2)C(=O)C2OC(OC2)(C)C)C=C1Cl)OC 4-(4,5-dichloro-2-methoxybenzoyl)-1-(2,2-dimethyl-1,3-dioxolane-4-carbonyl)piperidine